Cl.NC1C(CC2(CC2)C1)O 6-aminospiro[2.4]heptan-5-ol hydrochloride